2-(2-nitrophenyl)propyloxycarbonyl-1,1,3,3-tetramethylguanidine [N+](=O)([O-])C1=C(C=CC=C1)C(COC(=O)N=C(N(C)C)N(C)C)C